1-(3-(5-chloro-3-(4-(trifluoro-methyl)phenyl)-1H-pyrazolo[4,3-b]pyridin-1-yl)pyrrolidin-1-yl)-prop-2-en-1-one ClC1=CC=C2C(=N1)C(=NN2C2CN(CC2)C(C=C)=O)C2=CC=C(C=C2)C(F)(F)F